7-chloro-6-(3,4-dichlorophenylthio)-4-fluoro-1H-indole-2-carboxylic acid ClC=1C(=CC(=C2C=C(NC12)C(=O)O)F)SC1=CC(=C(C=C1)Cl)Cl